NC1=NC=C(C=C1O[C@H](C)C=1C=C(C=CC1)NC(C1=CC=C(C=C1)N1CCN(CC1)C)=O)Cl (R)-N-(3-(1-((2-amino-5-chloropyridin-3-yl)oxy)ethyl)-phenyl)-4-(4-methylpiperazin-1-yl)benzamide